CC1=NSC(=N1)C1=CC=C2C(=N1)NC=C2 6-(3-methyl-1,2,4-thiadiazol-5-yl)-1H-pyrrolo[2,3-b]pyridin